C1(CCC1)CN[C@H]1CN(CCC1)C1=CC(N(C=C1)C(C)N1N=C(N=N1)C=1C=NC=C(C1)N(C)C)=O 4-((R)-3-((cyclobutylmethyl)amino)piperidin-1-yl)-1-(1-(5-(5-(dimethylamino)pyridin-3-yl)-2H-tetrazol-2-yl)ethyl)pyridin-2(1H)-one